COC1=CC=C(CN2C(=NC=3C2=NC=CC3)N[C@@H]3C[C@H](CC3)NC3=CC=C(C=N3)N3C(C=CC2=CC=CC=C32)=O)C=C1 1-(6-(((1S,3S)-3-((3-(4-methoxybenzyl)-3H-imidazo[4,5-b]pyridin-2-yl)amino)cyclopentyl)amino)pyridin-3-yl)quinolin-2(1H)-one